3,7-Dimethyl-2,6-dioxo-2,3,6,7-tetrahydro-1H-purin-1-ylmethoxy-N-methylbicyclo[1.1.1]pentane-1-carboxamide CN1C(N(C(C=2N(C=NC12)C)=O)COC1C2(CC1C2)C(=O)NC)=O